N-(1-(2-fluorophenyl)-2-methylpropan-2-yl)-1,6-dimethyl-1H-pyrrolo[2,3-b]pyridine-5-carboxamide FC1=C(C=CC=C1)CC(C)(C)NC(=O)C=1C=C2C(=NC1C)N(C=C2)C